fluoro-3-picolinic acid FC1=NC=CC=C1C(=O)O